COC(C1=C(C(=CC=C1)N1CC(C1)S(=O)(=O)C1=CC=C(C=C1)C(C)C)N1C=CC=C1)=O 3-(3-((4-isopropylphenyl)sulfonyl)azetidin-1-yl)-2-(1H-pyrrol-1-yl)benzoic acid methyl ester